((3-(difluoromethoxy)-2-formylphenyl)amino)-4,5-difluoro-benzoic acid methyl ester COC(C1=C(C=C(C(=C1)F)F)NC1=C(C(=CC=C1)OC(F)F)C=O)=O